CC1=NOC(=C1C=1C=C(C=CC1OC[C@@H]1NCCCC1)NC(=O)C=1C(=NOC1)C)C (R)-N-(3-(3,5-dimethylisoxazol-4-yl)-4-(piperidin-2-ylmethoxy)phenyl)-3-methylisoxazole-4-carboxamide